5-bromo-2-(6-((5-fluoro-6-methoxypyridin-3-yl)methyl)-3,6-diazabicyclo[3.1.1]heptane-3-yl)thiazole BrC1=CN=C(S1)N1CC2N(C(C1)C2)CC=2C=NC(=C(C2)F)OC